FC=1C=CC=C2C3(C(NC12)=O)CC3 7'-fluoro-2'-oxospiro[cyclopropane-1,3'-indoline]